C(C)(C)(C)NC1=NC(=NC(=N1)NCC)SC 2-t-butylamino-4-ethylamino-6-methylthio-s-triazine